N1=NCC(C=C1)=O Pyridazin-4-one